C(C1=CC=CC=C1)P(C1=CC=CC=C1)(C1=CC=CC=C1)=O benzyl-(diphenyl)phosphorus oxide